C1(=CC=CC=C1)C(CCO)C1=CC=CC=C1 3,3-diphenylpropan-1-ol